[Na].COC(=O)NCCS(=O)(=O)F N-methoxycarbonyl-beta-aminoethylsulfonyl fluoride sodium